isononyl ferulate C(\C=C\C1=CC(OC)=C(O)C=C1)(=O)OCCCCCCC(C)C